FC(CN1N=CC=2C1=NC(=CN2)C2CNCCC21CCN(CC1)C=1C=NC=C(C1)C(F)(F)F)F (1-(2,2-difluoroethyl)-1H-pyrazolo[3,4-b]pyrazin-6-yl)-9-(5-(trifluoromethyl)pyridin-3-yl)-3,9-diazaspiro[5.5]undecane